C(#N)N1CC(CCC1)NC(=O)C1=CC=C(C=C1)C1=CC=CC=C1 N-(1-cyano-3-piperidinyl)-[1,1'-biphenyl]-4-carboxamide